O=C(CCC1=CC=C(C=C1)OC(C=CC1=CC=CC=C1)=O)C 4-(3-Oxobutyl)phenylcinnamat